N-[(1R)-1-[3-(difluoromethyl)-2-fluoro-phenyl]ethyl]-8-methoxy-6-(4-methyl-1,1-dioxo-thian-4-yl)pyrido[3,4-d]pyrimidin-4-amine FC(C=1C(=C(C=CC1)[C@@H](C)NC=1C2=C(N=CN1)C(=NC(=C2)C2(CCS(CC2)(=O)=O)C)OC)F)F